CS(=O)(=O)N1CCC(CC1)C1=CC(=CC=2N1N=C(N2)N)C=2C=NNC2 (1-(methylsulfonyl)piperidin-4-yl)-7-(1H-pyrazol-4-yl)-[1,2,4]triazolo[1,5-a]pyridin-2-amine